ClC1=CC2=C(C=N1)C(=CN2)C=O 6-CHLORO-1H-PYRROLO[3,2-C]PYRIDINE-3-CARBALDEHYDE